(E)-3-(1-methylpyrazol-4-yl)prop-2-enoic acid tert-butyl ester C(C)(C)(C)OC(\C=C\C=1C=NN(C1)C)=O